FC(C=1C(=C(C=CC1)[C@@H](C)NC1=CC=NC2=CC(=C(C=C12)I)OC)F)F (R)-N-(1-(3-(difluoromethyl)-2-fluorophenyl)ethyl)-6-iodo-7-methoxyquinolin-4-amine